C(C)(=O)O.C(=O)(O)N(C(=O)O)C(=O)O tricarboxyl-nitrogen acetate